4-(2-(4-(4,4,5,5-tetramethyl-1,3,2-dioxaborolan-2-yl)-1H-pyrazol-1-yl)ethyl)morpholine CC1(OB(OC1(C)C)C=1C=NN(C1)CCN1CCOCC1)C